2-(1,1-dimethylbutyl)-5-methylphenol, potassium salt [K].CC(CCC)(C)C1=C(C=C(C=C1)C)O